2,3-Difluoro-3'-formyl-2'-hydroxy-[1,1'-biphenyl]-4-carbonitrile FC1=C(C=CC(=C1F)C#N)C1=C(C(=CC=C1)C=O)O